2-cyclopentyl-4-(2-methoxypyrazolo[1,5-a]pyrimidin-7-yl)benzoic acid C1(CCCC1)C1=C(C(=O)O)C=CC(=C1)C1=CC=NC=2N1N=C(C2)OC